N-octadecyl-2-(3,4,5-tris-(2-propen-1-yloxy)-phenyl)-3,5,7-tris-(2-propen-1-yloxy)-quinolin-4-one C(CCCCCCCCCCCCCCCCC)N1C(=C(C(C2=C(C=C(C=C12)OCC=C)OCC=C)=O)OCC=C)C1=CC(=C(C(=C1)OCC=C)OCC=C)OCC=C